[P].[S].[V].[Li] lithium vanadium sulfur phosphorus